7-(hex-5-yn-1-yl)-2-methyl-2-(4-methylpent-3-en-1-yl)-2H-chromen-5-ol C(CCCC#C)C=1C=C(C=2C=CC(OC2C1)(CCC=C(C)C)C)O